(R)-6-chloro-1-((1-(2-fluoro-3-(trifluoromethyl)phenyl)ethyl)amino)-3H-pyrrolo[3,4-c]Pyridin-3-one ClC1=CC2=C(C=N1)C(N=C2N[C@H](C)C2=C(C(=CC=C2)C(F)(F)F)F)=O